CC1=NC(=CC(=C1)C=1NC2=CC=C(C=C2C1C(C)C)C1CN(CCO1)CCOC)C 2-(2-(2,6-Dimethylpyridin-4-yl)-3-isopropyl-1H-indol-5-yl)-4-(2-methoxyethyl)morpholin